[Cl-].[Cl-].C[Si](=[Zr+2](C1C(=CC2=C(C=CC=C12)C1=CC=CC=C1)C1=CC=CC=C1)C1C(=CC2=C(C=CC=C12)C1=CC=CC=C1)C1=CC=CC=C1)C dimethylsilylene-bis(2-phenyl-4-phenyl-indenyl)zirconium dichloride